CC(C)(C)[O-].[Na+].C1(=CC=CC=C1)N(C1=CC=C(C=C1)C1=CC(=CC(=C1)C1=CC=C(C=C1)N(C1=CC=CC=C1)C1=CC=CC=C1)C1=CC=C(C=C1)N(C1=CC=CC=C1)C1=CC=CC=C1)C1=CC=CC=C1 1,3,5-tris[4-(diphenylamino)phenyl]Benzene sodium tbutoxide